N1N=CC(=C1)C1=NN2C(=NC=3C=CC=CC3C2=N1)N[C@H]1C(NCCNC1)=O (6R)-6-{[2-(1H-pyrazol-4-yl)[1,2,4]triazolo[1,5-c]quinazolin-5-yl]amino}-1,4-diazepan-5-one